4-(2-(4-Oxobutan-2-yl)-6-(o-tolyl)-2H-indazol-3-yl)piperidine-1-carboxylic acid tert-butyl ester C(C)(C)(C)OC(=O)N1CCC(CC1)C=1N(N=C2C=C(C=CC12)C1=C(C=CC=C1)C)C(C)CC=O